FC=1C=C(C=CC1OC1=NC=CC(=N1)C)C=1C(=NC(=NC1)NC=1C=NN(C1)C)C1=C(C=C(C=C1)C=CC(=O)[NH-])F N-(4-(5-(3-Fluoro-4-((4-methylpyrimidin-2-yl)oxy)phenyl)-2-((1-methyl-1H-pyrazol-4-yl)amino)pyrimidin-4-yl)-3-fluorophenyl)acryloylamide